Cl.[C@@H]1(NC[C@@H]2C3CCC([C@H]12)CC3)C(=O)OC |r| (+/-)-Methyl (1S,3aR,4R,7S,7aS)-octahydro-1H-4,7-ethanoisoindole-1-carboxylate hydrochloride